The molecule is an indazole substituted at position 3 by a 2-(pyridin-2-yl)vinyl group and at position 6 by a 2-(N-methylaminocarboxy)phenylsulfanyl group. Used for the treatment of advanced renal cell carcinoma after failure of a first line systemic treatment. It has a role as an antineoplastic agent, a tyrosine kinase inhibitor and a vascular endothelial growth factor receptor antagonist. It is a member of indazoles, a member of pyridines, an aryl sulfide and a member of benzamides. CNC(=O)C1=CC=CC=C1SC2=CC3=C(C=C2)C(=NN3)/C=C/C4=CC=CC=N4